C1(CCCC1)N1C(=CC2=C1N=C(N=C2)NC2=NC=C(C=C2)N2CCN(CC2)CCOC)C(=O)O 7-cyclopentyl-2-{5-[4-(2-methoxyethyl)-piperazin-1-yl]-pyridin-2-ylamino}-7H-pyrrolo[2,3-d]pyrimidine-6-carboxylic acid